NC1=C(C(=NC(=N1)N1CCC2(CC1)[C@@H](C=1C(=NC=CC1)C2)N)C#N)C2=C(C(=CC=C2)Cl)Cl 6-amino-2-((S)-5-amino-5,7-dihydrospiro[cyclopenta[b]pyridine-6,4'-piperidin]-1'-yl)-5-(2,3-dichlorophenyl)pyrimidine-4-carbonitrile